O=C(OCC1=CC=CC=C1)NCCCC[C@H](NC(CC[C@H](NC(N[C@@H](CCC(=O)OC(C)(C)C)C(=O)OC(C)(C)C)=O)C(=O)OC(C)(C)C)=O)C(=O)OC(C)(C)C tetra-tert-butyl (9S,14S,18S)-3,11,16-trioxo-1-phenyl-2-oxa-4,10,15,17-tetraazaicosane-9,14,18,20-tetracarboxylate